copper-palladium oxide [Pd]=O.[Cu]